isooctoxymethyl-trimethoxysilane C(CCCCC(C)C)OC[Si](OC)(OC)OC